C(C1=CC=CC=C1)O[C@](C(F)(F)F)(CCC=C)C1=NN=C(O1)C1=NC(=C(C=C1)C(F)(F)F)O[C@H](C)CC=C 2-(5-((R)-2-(benzyloxy)-1,1,1-trifluorohex-5-en-2-yl)-1,3,4-oxadiazol-2-yl)-6-(((R)-pent-4-en-2-yl)oxy)-5-(trifluoromethyl)pyridin